5-ethynyl-6-fluoro-4-(8-fluoro-2-(((2R,7aS)-2-fluorotetrahydro-1H-pyrrolizin-7a(5H)-yl)methoxy)-4-(6-(methoxymethyl)-1,4-oxazepan-4-yl)pyrido[4,3-d]pyrimidin-7-yl)naphthalen-2-ol C(#C)C1=C2C(=CC(=CC2=CC=C1F)O)C1=C(C=2N=C(N=C(C2C=N1)N1CCOCC(C1)COC)OC[C@]12CCCN2C[C@@H](C1)F)F